C1=C(C=CC2=CC=CC=C12)OCCO 2-(2-naphthyloxy)ethanol